1-(3-fluoro-4-(((6-(piperidin-4-yl)pyridin-2-yl)oxy)-methyl)phenyl)-2-methylpropan-1-one FC=1C=C(C=CC1COC1=NC(=CC=C1)C1CCNCC1)C(C(C)C)=O